4-(dimethoxymethyl)piperidin-1-ylbenzamide COC(C1CCN(CC1)C1=C(C(=O)N)C=CC=C1)OC